1,3-di(aminomethyl)cyclohexane NCC1CC(CCC1)CN